4-(5-(difluoromethyl)-1,2,4-oxadiazole-3-yl)benzoic acid FC(C1=NC(=NO1)C1=CC=C(C(=O)O)C=C1)F